4-azapentalene C1=CC=C2N=CC=C12